4-(azetidine-1-sulfonyl)benzene-1-sulfonyl chloride N1(CCC1)S(=O)(=O)C1=CC=C(C=C1)S(=O)(=O)Cl